C(C)(C)C1=C(NC2=CC=C(C=C12)C1CCN(CC1)CC(=O)N(C)C)C1=CC=2N(C=C1)N=NN2 2-(4-(3-isopropyl-2-(tetrazolo[1,5-a]pyridin-7-yl)-1H-indol-5-yl)piperidin-1-yl)-N,N-dimethylacetamide